3-exo-(tetrazol-2-yl)-6-azabicyclo[3.1.1]heptane N=1N(N=NC1)C1CC2NC(C1)C2